ClC1=CC(=C2C(=N1)C(N(C2C2=C(C=CC(=C2)F)Cl)CC2=CC=C(C=C2)OC)=O)Cl 2,4-dichloro-5-(2-chloro-5-fluorophenyl)-6-[(4-methoxyphenyl)methyl]-6,7-dihydro-5H-pyrrolo[3,4-b]pyridin-7-one